[Cl-].CC([NH+](C(CCCCCCCCCCCCCCCCCCCCCC)CCCCCCCCCCCCCCCCCCCCCC)C)C dimethyl-dibehenyl-trimethyl-ammonium chloride